ClC=1C=C(C=NC1OC)[C@H](CC1=NC(=NC(=N1)N[C@@H](CO)CC(C)C)NS(=O)(=O)C)C N-(4-((S)-2-(5-chloro-6-methoxypyridin-3-yl)propyl)-6-(((R)-1-hydroxy-4-methylpent-2-yl)amino)-1,3,5-triazin-2-yl)methanesulfonamide